1-ethyl-3-[4-(trifluoromethyl)phenyl]-1,3,8-triazaspiro[4.5]decane-2,4-dione hydrochloride Cl.C(C)N1C(N(C(C12CCNCC2)=O)C2=CC=C(C=C2)C(F)(F)F)=O